(R)-N-((S)-3-(3,4-dihydroisoquinolin-2(1H)-yl)-2-hydroxypropyl)-6-methoxy-5,6,7,8-tetrahydroimidazo[1,2-a]pyridine-2-carboxamide C1N(CCC2=CC=CC=C12)C[C@H](CNC(=O)C=1N=C2N(C[C@@H](CC2)OC)C1)O